C(C)C1C(OC1)COCCC[Si](OCC)(OCC)OCC 3-ethyl-[(triethoxysilylpropoxy)methyl]oxetane